BrC1=NC(=NC(=C1)OC1CCC(CC1)C(F)(F)F)C 4-bromo-2-methyl-6-{[(1r,4r)-4-(trifluoromethyl)cyclohexyl]oxy}pyrimidine